3-benzoyl-1-(1-(4-(hydroxymethyl)phenyl)-2-oxopyrrolidin-3-yl)pyrimidine-2,4(1H,3H)-dione C(C1=CC=CC=C1)(=O)N1C(N(C=CC1=O)C1C(N(CC1)C1=CC=C(C=C1)CO)=O)=O